butyl N,N-didodecylcarbamate C(CCCCCCCCCCC)N(C(OCCCC)=O)CCCCCCCCCCCC